C(C(C)C)NC=1N=C2N(C(C1C)=O)C=C(C=C2[C@@H](C)NC2=C(C(=O)O)C=CC=C2)C (R)-2-((1-(2-(isobutylamino)-3,7-dimethyl-4-oxo-4H-pyrido[1,2-a]pyrimidin-9-yl)ethyl)amino)benzoic acid